4-phenylbenzylamine C1(=CC=CC=C1)C1=CC=C(CN)C=C1